CC1(C(OCC1(C)C)=O)C 3,3,4,4-Tetramethyldihydrofuran-2(3H)-one